COC1=CC=C(C=C1)C(OC[C@]1(CN(C[C@@H](O1)N1C(NC(C=C1)=O)=O)C(C)C)COP(CC(C#N)=O)N(C(C)C)C(C)C)(C1=CC=CC=C1)C1=CC=C(C=C1)OC 3-[[(2R,6R)-2-[[bis(4-methoxyphenyl)-phenyl-methoxy]methyl]-6-(2,4-dioxopyrimidin-1-yl)-4-isopropyl-morpholin-2-yl]methoxy-(diisopropylamino)phosphanyl]oxopropanenitrile